FCC1(\C(\C(C1)=O)=C/C1=C(C=CC=C1)C=1N=CN(C1)C(C1=CC=CC=C1)(C1=CC=CC=C1)C1=CC=CC=C1)CF (E)-3,3-bis(fluoromethyl)-2-(2-(1-trityl-1H-imidazol-4-yl)benzylidene)cyclobutan-1-one